2-Ethylamino-1-phenylpropanol C(C)NC(C(O)C1=CC=CC=C1)C